N-[5-(2,2-difluoroethyl)-4-methoxy-pyrimidin-2-yl]-6-methyl-7-methylol-1H-indole-3-sulfonamide FC(CC=1C(=NC(=NC1)NS(=O)(=O)C1=CNC2=C(C(=CC=C12)C)CO)OC)F